Cl.[N+](=O)([O-])C1=C(C=CC=C1)NN L-2-nitrophenylhydrazine hydrochloride